C(C1=CC=CC=C1)OCCOC(CO)C 2-(2-(benzyloxy)ethoxy)propan-1-ol